4-chloro-N-(4-(morpholinomethyl)phenyl)benzamide hydrochloride salt Cl.ClC1=CC=C(C(=O)NC2=CC=C(C=C2)CN2CCOCC2)C=C1